N1=CC=C(C=C1)C=1SC(=C2C1OCCN2)C(=O)[O-].[Li+] lithium 7-(pyridin-4-yl)-3,4-dihydro-2H-thieno[3,4-b][1,4]oxazine-5-carboxylate